N-(5-phenylisoxazol-3-yl)nicotinamide C1(=CC=CC=C1)C1=CC(=NO1)NC(C1=CN=CC=C1)=O